FC1C(=CC=C(C1(C#N)C1=C(C=CC=C1)C#CC=1C=C2C(=NC1)NN=C2OC)F)NS(=O)(=O)C 2,4-difluoro-3-(((3-methoxy-1H-pyrazolo[3,4-b]pyridin-5-yl)ethynyl)phenyl)-N-(3-cyanophenyl)methanesulfonamide